FC1([C@@H](C2=C(S1(=O)=O)C=CC=C2[C@@H](C)NC=2C=1C(N=C(N2)C)=CC(N(C1)C1(CC1)CF)=O)O)F 4-(((R)-1-((R)-2,2-difluoro-3-hydroxy-1,1-dioxo-2,3-dihydrobenzo[b]thiophene-4-yl)ethyl)amino)-6-(1-(fluoromethyl)cyclopropyl)-2-methylpyrido[4,3-d]pyrimidin-7(6H)-one